CC1=CCC(CC1)C(C)(C)SC(C(=O)O)C 2-((2-(4-methylcyclohex-3-en-1-yl)propan-2-yl)thio)propanoic acid